O1CCN(CC1)S(=O)(=O)C1=C(N)C=CC(=C1)[N+](=O)[O-] 2-(morpholinosulfonyl)-4-nitroaniline